benzyl-4-chloro-2-oxo-1,2-dihydrospiro[indole-3,4'-piperidine]-1-yl-prop-2-enoic acid C(C1=CC=CC=C1)C=C(C(=O)O)N1C(C2(CCNCC2)C2=C(C=CC=C12)Cl)=O